(S)-2-(3-((S)-1-((((9H-fluoren-9-yl)methoxy)carbonyl)amino)butyl)-4H-1,2,4-triazol-4-yl)-3-phenylpropanoic acid C1=CC=CC=2C3=CC=CC=C3C(C12)COC(=O)N[C@@H](CCC)C1=NN=CN1[C@H](C(=O)O)CC1=CC=CC=C1